FC=1C=C(OC=2C=CC(=NC2)NC(C(C)N2CC(NCC2)(C)C)=O)C=CC1F N-(5-(3,4-difluorophenoxy)pyridin-2-yl)-2-(3,3-dimethylpiperazin-1-yl)propanamide